FC1=CC=C(CN2C=3C(C=4C=CC=CC24)=CC=2N(C3)C(=CN2)CCCCCC)C=C1 6-(4-Fluorobenzyl)-3-hexyl-6H-imidazo[1',2':1,6]Pyrido[3,4-b]Indole